β-ferrocenylacrylic acid [C-]1(C=CC=C1)C=CC(=O)O.[CH-]1C=CC=C1.[Fe+2]